ClC=1C=C2C=NNC2=CC1N1CCC(CC1)(O)C1COCC1 1-(5-chloro-1H-indazol-6-yl)-4-(tetrahydrofuran-3-yl)piperidin-4-ol